C(C1=CC=CC=C1)[C@H]1N(CCC1)C1=NC(=CC(N1C)=O)N1CCOCC1 (S)-2-(2-benzylpyrrolidin-1-yl)-3-methyl-6-morpholinopyrimidin-4(3H)-one